BrC=1C(=C2C(=NC1)NC[C@]21C[C@H](CC1)N1N=CC(=C1)C(F)(F)F)Cl |r| (1RS,3SR)-5'-Bromo-4'-chloro-3-(4-(trifluoromethyl)-1H-pyrazol-1-yl)-1',2'-dihydrospiro[cyclopentane-1,3'-pyrrolo[2,3-b]pyridine]